C(C(=C)C)(=O)OC(CC[Si](OC)(OC)OC)OC(C(=C)C)=O bis(methacryloyloxy)propyl-trimethoxysilane